C(C)(C)(C)OC(C1=CC=C(C=C1)NC([C@H](CC1=CC=C(C=C1)C1=COC=C1)N)=O)=O (S)-4-(2-amino-3-(4-(furan-3-yl)phenyl)propanamido)benzoic acid tert-butyl ester